4-(4-chlorophenyl)-1-(6-(4-chlorophenyl)-2-(pyridin-3-yl)pyrimidin-4-yl)piperidin-4-ol ClC1=CC=C(C=C1)C1(CCN(CC1)C1=NC(=NC(=C1)C1=CC=C(C=C1)Cl)C=1C=NC=CC1)O